C(C)NC(=O)C=1C=CC(=NC1)C(=O)O 5-(ethylcarbamoyl)picolinic acid